ClC1=CC(=C(C=C1C)N1[C@@H]2CN([C@H](C1=O)C2)CC=2N(C=CC2)C2=NC=CC=N2)OC (1S,4S)-2-(4-chloro-2-methoxy-5-methylphenyl)-5-{[1-(pyrimidin-2-yl)-1H-pyrrol-2-yl]methyl}-2,5-diazabicyclo[2.2.1]heptan-3-one